C(O)(O)=O.C(=CF)F vinylene difluoride carbonate